C1(CC1)C(=O)N1C=CC2=CC(=CC=C12)C=1N=C(SC1C)C(=O)N 4-(1-(cyclopropanecarbonyl)indol-5-yl)-5-methylthiazole-2-carboxamide